NC=1C(=NC2=C(C(=C(C=C2C1NC1C2CN(C1C2)C(=O)OC(C)(C)C)C)C2=CC(=CC1=CC=CC=C21)O)F)N2CC(C2)N(C)C tert-butyl (endo)-5-((3-amino-2-(3-(dimethylamino)azetidin-1-yl)-8-fluoro-7-(3-hydroxynaphthalen-1-yl)-6-methylquinolin-4-yl)amino)-2-azabicyclo[2.1.1]hexane-2-carboxylate